6-chloro-4-{4-[(2-fluoro-6-hydroxyphenyl)methyl]piperazin-1-yl}-1-methyl-2-oxo-1,2-dihydro-1,5-naphthyridine-3-carbonitrile ClC=1N=C2C(=C(C(N(C2=CC1)C)=O)C#N)N1CCN(CC1)CC1=C(C=CC=C1O)F